2-methyl-N-(3-methylbutan-2-enyl)propane-2-sulfinamide CC(C)(C)S(=O)NCC=C(C)C